COC(=O)C1=NOC(C1)C(N)=O 5-carbamoyl-4,5-dihydroisoxazole-3-carboxylic acid methyl ester